ClC1=NC=C(C(=N1)OC)C#N 2-chloro-4-methoxypyrimidine-5-carbonitrile